ONC(CCCCNC(=O)NC1=CC=C(C=C1)CC1=CNC2=CC=C(C=C12)[N+](=O)[O-])=O N-hydroxy-5-(3-(4-((5-nitro-1H-indol-3-yl)methyl)phenyl)ureido)pentanamide